(S)-2-((5-cyclopropylpyrimidin-2-yl)amino)-4-((2-(pyridin-2-yloxy)ethyl)(4-(5,6,7,8-tetrahydro-1,8-naphthyridin-2-yl)butyl)amino)butanoic acid C1(CC1)C=1C=NC(=NC1)N[C@H](C(=O)O)CCN(CCCCC1=NC=2NCCCC2C=C1)CCOC1=NC=CC=C1